(1Z,2E,6E)-N-benzyl-3,7-dimethylnona-2,6-dien-1-imine oxide C(C1=CC=CC=C1)/[N+](=C/C=C(/CC\C=C(\CC)/C)\C)/[O-]